C1(=CC=CC2=CC=CC=C12)NC=1C=CC=2N(C3=CC=CC=C3C2C1)C1=CC=CC=C1 N-(naphthalene-1-yl)-9-phenyl-9H-carbazole-3-amine